8-(3-ethylsulfanyl-2-pyridinyl)-2,4-bis(trifluoromethyl)imidazo[1,2-a][1,8]naphthyridine C(C)SC=1C(=NC=CC1)C=1N=C2N(C=3N=C(C=C(C3C=C2)C(F)(F)F)C(F)(F)F)C1